Cl.NCC(=O)N1CCN(CC1)C(C1=C(C=C(C=C1)NC=1C=2N(C=CN1)C(=CN2)C=2C(=NN(C2)CC2CC2)C(F)(F)F)F)=O 2-amino-1-(4-(4-((3-(1-(cyclopropyl-methyl)-3-(trifluoromethyl)-1H-pyrazol-4-yl)imidazo[1,2-a]pyrazin-8-yl)amino)-2-fluorobenzoyl)piperazin-1-yl)ethan-1-one hydrochloride